1-Dodecyl-2-ethylpyrrolidinium chlorid [Cl-].C(CCCCCCCCCCC)[NH+]1C(CCC1)CC